C(#N)C1=NC2=CC(=CC(=C2N=C1N1CCN(CC1)C1=CC(=CC=C1)C(F)(F)F)[C@@H](C)NC1=C(C(=O)O)C=CC=C1)C (R)-2-((1-(2-cyano-7-methyl-3-(4-(3-(trifluoromethyl)phenyl)piperazin-1-yl)quinoxalin-5-yl)ethyl)amino)-benzoic acid